(+)-3'-Methyl-1-(4-methylbenzyl)-2'-phenyl-1',7'-dihydrospiro[indoline-3,6'-pyrrolo[3,2-k]phenanthridin]-2-one CC1=C(NC2=C1C=CC=1C3(NC=4C=CC=CC4C21)C(N(C2=CC=CC=C23)CC2=CC=C(C=C2)C)=O)C2=CC=CC=C2